2-(trifluoromethyl)-5-(3-(trifluoromethyl)phenyl)-N-(3-(2-oxopropyl)-1,2,4-thiadiazol-5-yl)furan-3-carboxamide tri(t-butyl)borate C(C)(C)(C)OB(OC(C)(C)C)OC(C)(C)C.FC(C=1OC(=CC1C(=O)NC1=NC(=NS1)CC(C)=O)C1=CC(=CC=C1)C(F)(F)F)(F)F